C(C)C=1N=CN2C1N1C(C=3C=C(C=C(C23)C(C)O)C)=NN=C1 1-(5-ethyl-11-methylimidazo[1,5-a][1,2,4]triazolo[4,3-c]quinazolin-9-yl)ethan-1-ol